5-chloro-4-(((R)-1-(2,4-dichlorophenyl)ethyl)amino)-2-(4-((2-hydroxyethyl)-D-prolyl)piperazin-1-yl)pyrimidine ClC=1C(=NC(=NC1)N1CCN(CC1)C([C@@H]1N(CCC1)CCO)=O)N[C@H](C)C1=C(C=C(C=C1)Cl)Cl